4-amino-3,5-isothiazoledicarboxylic acid NC=1C(=NSC1C(=O)O)C(=O)O